tert-butyl 3-ethyl-4-[(8-methyl-2-oxo-3,4-dihydro-1H-quinolin-6-yl) carbamoyl]piperazine-1-carboxylate C(C)C1CN(CCN1C(NC=1C=C2CCC(NC2=C(C1)C)=O)=O)C(=O)OC(C)(C)C